(S)-3-amino-4-(4-fluorophenyl)-butyric acid N[C@H](CC(=O)O)CC1=CC=C(C=C1)F